1-(acetylamino)-5-cyanoindole C(C)(=O)NN1C=CC2=CC(=CC=C12)C#N